[K].[Mn].[Fe] iron manganese potassium